FC(CCC=1OC(=CN1)C=1C=CC(=NC1C1=CC=C2C=CC=NC2=C1)C#N)(C)C 5-(2-(3-Fluoro-3-methylbutyl)oxazol-5-yl)-6-(chinolin-7-yl)picolinonitril